((S)-1-hydroxyethyl)-4-methylbenzamide O[C@@H](C)C1=C(C(=O)N)C=CC(=C1)C